((2S,4S)-2,4-dimethylazetidin-1-yl)((6aR)-4,6,6a,7,8,9-hexahydroindolo[4,3-fg]quinolin-9-yl)methanone C[C@@H]1N([C@H](C1)C)C(=O)C1CN[C@@H]2CC=3C4=C(C2=C1)C=CC=C4NC3